5-chloro-2-(difluoromethyl)-N-((1r,4r)-4-((5-fluoro-3-(5-fluoropyridin-2-yl)-3-hydroxy-2-oxoindolin-1-yl)methyl)cyclohexyl)nicotinamide ClC=1C=NC(=C(C(=O)NC2CCC(CC2)CN2C(C(C3=CC(=CC=C23)F)(O)C2=NC=C(C=C2)F)=O)C1)C(F)F